2-methyl-2-(5-{[3-(5-{[(oxan-4-yl)amino]-methyl}-1-(2,2,2-trifluoroethyl)-1H-indol-2-yl)-prop-2-yn-1-yl]amino}pyridin-2-yl)propanenitrile CC(C#N)(C)C1=NC=C(C=C1)NCC#CC=1N(C2=CC=C(C=C2C1)CNC1CCOCC1)CC(F)(F)F